FC1=CC=2N(C=C1)C(=CN2)C(=O)[O-].[K+] potassium 7-fluoroimidazo[1,2-a]pyridine-3-carboxylate